((1-(methylsulfonyl)piperidin-4-yl)amino)pyrimidine-5-carboxamide CS(=O)(=O)N1CCC(CC1)NC1=NC=C(C=N1)C(=O)N